FC1=CC=C2C(=N1)C(=C(N2)C2=CC(=NC=C2)N)C2=NC=C(C=C2)F 4-[5-Fluoro-3-(5-fluoropyridin-2-yl)-1H-pyrrolo[3,2-b]pyridin-2-yl]pyridin-2-amine